3-(2-fluoro-4-methoxyphenyl)-N-(2-(4-methylpiperidin-1-yl)pyrimidin-4-yl)isoxazol-5-amine FC1=C(C=CC(=C1)OC)C1=NOC(=C1)NC1=NC(=NC=C1)N1CCC(CC1)C